N-(5-(5-chlorothiophen-2-yl)-4-cyclobutyl-1H-pyrazol-3-yl)thietane-3-carboxamide ClC1=CC=C(S1)C1=C(C(=NN1)NC(=O)C1CSC1)C1CCC1